1,4-bis(3,5-diamino-2,4,6-triazinyl)butane NC=1N=C(N=C(N1)N)CCCCC1=NC(=NC(=N1)N)N